C(#N)C=1C=NN2C1C(=CC(=C2)OCC=2N=CN(C2)C)C=2C=CC(=NC2)N2CCC(CC2)(C)NC(C2=CC=CC=C2)=O N-(1-(5-(3-cyano-6-((1-methyl-1H-imidazol-4-yl)methoxy)pyrazolo[1,5-a]pyridin-4-yl)pyridin-2-yl)-4-methylpiperidin-4-yl)benzamide